2-bromo-4-fluoro-N-(4-((6-nitro-2-oxo-2H-benzopyran-4-yl)amino)phenyl)benzenesulfonamide BrC1=C(C=CC(=C1)F)S(=O)(=O)NC1=CC=C(C=C1)NC1=CC(OC2=C1C=C(C=C2)[N+](=O)[O-])=O